undecenoyl-serine C(C=CCCCCCCCC)(=O)N[C@@H](CO)C(=O)O